BrC=1SC(=C(N1)C1=CC(=C(C=C1)OC)Cl)C(C)C 2-bromo-4-(3-chloro-4-methoxyphenyl)-5-isopropylthiazole